6-methyl-4-oxo-1-phenyl-1,4-dihydropyridazine-3-carboxamide CC1=CC(C(=NN1C1=CC=CC=C1)C(=O)N)=O